FC(C1=NN(C2=CC=C(C=C12)N)C1OCCCC1)F 3-(difluoromethyl)-1-(tetrahydro-2H-pyran-2-yl)-1H-indazol-5-amine